COC1=C(C=C2C(=NC=NC2=C1)NC1=CC(=CC=C1)C=1N=NN(C1)CC1=CC=C(C=C1)[N+](=O)[O-])OCCCN1CCOCC1 7-methoxy-6-(3-morpholinopropoxy)-N-(3-(1-(4-nitrobenzyl)-1H-1,2,3-triazol-4-yl)phenyl)quinazolin-4-amine